tert-Butyl 4-(2,3-dichlorophenyl)piperazine-1-carboxylate ClC1=C(C=CC=C1Cl)N1CCN(CC1)C(=O)OC(C)(C)C